[Si](C)(C)(C(C)(C)C)OCCCCNC1=C(C=NC2=CC=CC=C12)N N4-(4-((tert-butyldimethylsilyl)oxy)butyl)quinoline-3,4-diamine